CC1(CC(C1)C(=O)N[C@H](C(=O)O)CCN(CCCCC1=NC=2NCCCC2C=C1)CCOC1=CC=CC=C1)C (S)-2-(3,3-dimethylcyclobutane-1-carboxamido)-4-((2-phenoxyethyl)(4-(5,6,7,8-tetrahydro-1,8-naphthyridin-2-yl)butyl)amino)butanoic acid